3-(15-hydroxypentadecyl)-2,4,4-trimethylcyclohex-2-en-1-one OCCCCCCCCCCCCCCCC1=C(C(CCC1(C)C)=O)C